methylhydroxybutanedioic acid CC(C(=O)O)(CC(=O)O)O